3-[[(1R)-1-(3,6-Dimethyl-4-oxo-2-phenyl-chromen-8-yl)ethyl]amino]-6-methyl-pyridine-2-carbonitrile CC1=C(OC2=C(C=C(C=C2C1=O)C)[C@@H](C)NC=1C(=NC(=CC1)C)C#N)C1=CC=CC=C1